benzotriazole-1-yl-methylisocyanide N1(N=NC2=C1C=CC=C2)C[N+]#[C-]